CC(C#N)N methyl-aminoacetonitrile